1-(5-methoxy-1-methyl-1H-indol-3-yl)propan-2-amine COC=1C=C2C(=CN(C2=CC1)C)CC(C)N